tert-butyl ((1S)-(5-(cyclopropyl(hydroxy)methyl)-4-fluorobenzo[d]oxazol-2-yl)(4,4-difluorocyclohexyl)methyl)carbamate C1(CC1)C(C=1C=CC2=C(N=C(O2)[C@H](C2CCC(CC2)(F)F)NC(OC(C)(C)C)=O)C1F)O